FC=1C=C(C=CC1N1C(CCC1=O)CO)S(=O)(=O)N1CCN(CC1)C(=O)OC(C)(C)C tert-Butyl 4-[3-fluoro-4-[2-(hydroxymethyl)-5-oxo-pyrrolidin-1-yl]phenyl]sulfonylpiperazine-1-carboxylate